trans-3-((((1S,2S)-2-((2-(2,6-dioxopiperidin-3-yl)-1-oxoisoindolin-5-yl)oxy)cyclopentyl)(ethyl)amino)methyl)-1-methylcyclobutane-1-carbonitrile O=C1NC(CCC1N1C(C2=CC=C(C=C2C1)O[C@@H]1[C@H](CCC1)N(CC)CC1CC(C1)(C#N)C)=O)=O